O[C@@H](CN1N=CC2=CC(=CC=C12)N1C(N2C(CN(C(C2)C)C(=O)OC(C)(C)C)=C1C(=O)OCC)=O)C 7-(tert-butyl) 1-ethyl 2-(1-((R)-2-hydroxypropyl)-1H-indazol-5-yl)-6-methyl-3-oxo-2,5,6,8-tetrahydroimidazo[1,5-a]pyrazine-1,7(3H)-dicarboxylate